FC1=C(C=CC(=C1)C(F)(F)F)NC(=O)[C@H]1[C@@H]([C@H](CCC1)C1=CC=C(C=C1)NC)C(=O)O (1R,2R,6S)-2-((2-fluoro-4-(trifluoromethyl)phenyl)carbamoyl)-6-(4-(methylamino)phenyl)cyclohexane-1-carboxylic acid